tert-butyl (tert-butyloxycarbonyl)(3-fluoro-6-iodo-5-(2,2,2-trifluoroacetylamino)pyridin-2-yl)carbamate C(C)(C)(C)OC(=O)N(C(OC(C)(C)C)=O)C1=NC(=C(C=C1F)NC(C(F)(F)F)=O)I